ClC1=NC=C2N(C(N(C2=N1)C1CCN(CC1)C(=O)OC(C)(C)C)=O)C1=CC=C(C=C1)C(=O)N1CC2=C(C=3C(=NC=CC3)N2)CC1 2-Methyl-2-propanyl 4-{2-chloro-8-oxo-7-[4-(5,6,8,9-tetrahydro-7H-pyrido[4',3':4,5]pyrrolo[2,3-b]pyridin-7-ylcarbonyl)phenyl]-7,8-dihydro-9H-purin-9-yl}-1-piperidinecarboxylate